3-{[4-(3-Pyridin-4-ylmethyl-ureido)-benzenesulfonylamino]-methyl}-benzoic acid N1=CC=C(C=C1)CNC(NC1=CC=C(C=C1)S(=O)(=O)NCC=1C=C(C(=O)O)C=CC1)=O